Cl.N[C@H](C(=O)OCC1=CC(=NC(=C1)Cl)Cl)CC1CCOCC1 (2,6-Dichloropyridin-4-yl)methyl (S)-2-amino-3-(tetrahydro-2H-pyran-4-yl)propanoate hydrochloride